C(C)OC(C(C)=NN)=O 2-(1-ethoxy-1-oxopropan-2-ylidene)hydrazine